BrC1=NN(C(=C1)C(=C)OCC)[C@H](CNC(OC(C)(C)C)=O)C tert-butyl N-[(2S)-2-[3-bromo-5-(1-ethoxyvinyl)pyrazol-1-yl]propyl]carbamate